tert-butyl (S)-3-([1,1'-biphenyl]-2-ylamino)pyrrolidine-1-carboxylate C1(=C(C=CC=C1)N[C@@H]1CN(CC1)C(=O)OC(C)(C)C)C1=CC=CC=C1